C1=CC=CC=2C3=CC=CC=C3C(C12)COC(=O)N[C@H](C(=O)O)[C@@H](C)C1=CC(=CC2=CC=CC=C12)C (2S,3S)-2-((((9H-fluoren-9-yl)methoxy)carbonyl)amino)-3-(3-methylnaphthalen-1-yl)butanoic acid